6-(2-(1H-tetrazol-5-yl)phenyl)-N2-benzyl-N2-isobutyl-N4-(4-morpholinopyrimidin-2-yl)pyridine-2,4-diamine N1N=NN=C1C1=C(C=CC=C1)C1=CC(=CC(=N1)N(CC(C)C)CC1=CC=CC=C1)NC1=NC=CC(=N1)N1CCOCC1